C(C)(=O)O[C@H]1[C@@H](SC=2C=NC=C(C2)Br)O[C@@H]([C@@H]([C@@H]1N1N=NC(=C1)C(CBr)=O)OC(C)=O)COC(C)=O 5-Bromopyridin-3-yl 2,4,6-tri-O-acetyl-3-deoxy-3-[4-(2-bromoacetyl)-1H-1,2,3-triazol-1-yl]-1-thio-alpha-D-galactopyranoside